CS(=O)C1(CC1)CNC1=NN=C(C2=CC=CC=C12)C1=CC=C(C=C1)C(F)(F)F N-((1-(methylsulfinyl)cyclopropyl)methyl)-4-(4-(trifluoromethyl)phenyl)phthalazin-1-amine